(R)-8-acryloyl-4-chloro-3-(2-fluorophenyl)-1-((2R,3S)-2,3,4-trimethylpiperazin-1-yl)-6,6a,7,8,9,10-hexahydro-12H-pyrazino[2,1-c]pyrido[3,4-f][1,4]oxazepin-12-one C(C=C)(=O)N1C[C@@H]2COC3=C(C(N2CC1)=O)C(=NC(=C3Cl)C3=C(C=CC=C3)F)N3[C@@H]([C@@H](N(CC3)C)C)C